5-[4-[5-[2-(pyridin-2-yl)ethyl]-1H-tetrazol-1-yl]phenyl]-1H-naphtho[1,2-e][1,4]diazepin-2(3H)-one N1=C(C=CC=C1)CCC1=NN=NN1C1=CC=C(C=C1)C=1C2=C(NC(CN1)=O)C1=CC=CC=C1C=C2